ClC1=NC(=NC=C1)NC1=CC=C(C=C1)OC1CC(C1)N1CCOCC1 4-chloro-N-(4-((1r,3r)-3-morpholinocyclobutoxy)phenyl)pyrimidin-2-amine